3-(3-(1H-pyrrolo[2,3-b]pyridin-5-yl)phenyl)-N-(4-((2-morpholinoethyl)amino)-3-(trifluoromethyl)phenyl)acrylamide N1C=CC=2C1=NC=C(C2)C=2C=C(C=CC2)C=CC(=O)NC2=CC(=C(C=C2)NCCN2CCOCC2)C(F)(F)F